CC1N(CCOC1)C(=O)N methyl-morpholine-4-carboxamide